CN(CCNC1=CC(=C2CN(C(C2=C1)=O)C1CCC(CC1)C(=O)O)C)C (1s,4s)-4-(6-((2-(Dimethylamino)ethyl)amino)-4-methyl-1-oxoisoindolin-2-yl)cyclohexane-1-carboxylic acid